C(C)S(=O)(=O)C1=CC=C(C=C1)C(C(=O)O)C 2-(4-(ethylsulfonyl)phenyl)propionic acid